C(C)(C)(C)NC(C1=CC(=CC(=C1)C=1N(N=CC1)C(C)C)C1=CC(=C(C=C1)F)F)=O N-tert-butyl-3-(3,4-difluorophenyl)-5-(2-prop-2-ylpyrazol-3-yl)benzamide